1-[4-(3-chlorophenyl)piperazin-1-yl]-5,5-dimethyl-hexane-1,4-dione ClC=1C=C(C=CC1)N1CCN(CC1)C(CCC(C(C)(C)C)=O)=O